tert-butyl-(7-chloro-2-thioxo-2,3,4,5-tetrahydro-1H-1-benzazepin-4-yl)carbamate C(C)(C)(C)OC(NC1CC(NC2=C(C1)C=C(C=C2)Cl)=S)=O